C1(=CC=CC=C1)S(=O)(=O)N1CCC2=CC(=CC=C12)[C@H]1[C@@H](C1)NCC1CCOCC1 trans-2-(1-(phenylsulfonyl)indolin-5-yl)-N-((tetrahydro-2H-pyran-4-yl)methyl)cyclopropylamine